3-fluoro-4-(2-(1-(1-(3-isopropyl-1,2,4-oxadiazol-5-yl)piperidin-4-yl)ethoxy)imidazo[2,1-b][1,3,4]thiadiazol-6-yl)-N-methylbenzenesulfonamide FC=1C=C(C=CC1C=1N=C2SC(=NN2C1)OC(C)C1CCN(CC1)C1=NC(=NO1)C(C)C)S(=O)(=O)NC